tert-butyl [(Z)-[(tert-butoxycarbonyl)amino]{[2-(5-hydroxy-1H-indol-3-yl)ethyl]amino}methylidene]carbamate C(C)(C)(C)OC(=O)N\C(\NCCC1=CNC2=CC=C(C=C12)O)=N/C(OC(C)(C)C)=O